14-hydroxy-10,13-dimethyl-17-(2-oxo-2H-pyran-5-yl)hexadecahydro-1H-cyclopenta[a]phenanthren-3-yl (2-morpholinoethyl) carbonate C(OC1CCC2(C3CCC4(C(CCC4(C3CCC2C1)O)C=1C=CC(OC1)=O)C)C)(OCCN1CCOCC1)=O